OC(CNCCN)C 2-(2-hydroxypropylamino)ethylamine